Ethyl-triethoxysilan tert-butyl-((3R,5S)-5-fluoropiperidin-3-yl)carbamate C(C)(C)(C)N(C(O)=O)[C@H]1CNC[C@H](C1)F.C(C)[Si](OCC)(OCC)OCC